COC(=O)C1=CC=C(S1)C=1CCN(CC1)C(=O)OC(C)(C)C tert-butyl 4-(5-(methoxycarbonyl)thiophen-2-yl)-3,6-dihydropyridine-1(2H)-carboxylate